C(C)N1N=CC=2C1=NC=CC2NCC2CCN(CC2)S(=O)(N)=N 4-(((1-ethyl-1H-pyrazolo[3,4-b]pyridine-4-yl)amino)methyl)piperidine-1-sulfonimidamide